(S)-4-(hydroxymethyl)-2-(7-((2-(trimethylsilyl)ethoxy)methyl)-7H-pyrrolo[2,3-d]pyrimidin-4-yl)-2,6-dihydropyrrolo[3,4-c]pyrazole-5(4H)-carboxylic acid tert-butyl ester C(C)(C)(C)OC(=O)N1CC2=NN(C=C2[C@H]1CO)C=1C2=C(N=CN1)N(C=C2)COCC[Si](C)(C)C